(Z)-ethyl 3-aminobut-2-enoate N\C(=C/C(=O)OCC)\C